FC=1C=C(C=CC1F)N1C2=CC=3C=NNC3N=C2C(=C1C(=C)C)[C@@H]1CC[C@H](CC1)C(=O)OC trans-methyl 4-[10-(3,4-difluorophenyl)-11-isopropenyl-2,4,5,10-tetrazatricyclo[7.3.0.03,7]dodeca-1,3(7),5,8,11-pentaen-12-yl]cyclohexanecarboxylate